C(C)(C)(C)OC(=O)N[C@@H](C(=O)O)CC=O (2R)-2-(tert-butoxycarbonylamino)-4-oxo-butyric acid